C(CCCCC)S(=O)(=O)[O-].[Na+] sodium 1-hexanesulfonate